C(#C)C=1C=C(C=CC1)C1=C(NC=2C1=NC=CC2)C2=C(C=NC=C2)OC[C@H]2NCCC2 3-(3-ethynylphenyl)-2-(3-{[(2S)-pyrrolidin-2-yl]methoxy}pyridin-4-yl)-1H-pyrrolo[3,2-b]pyridine